FC1=CC=C(CC2=CC3=C(OC[C@@H](N3)C3=CC=CC=C3)N=C2)C=C1 (S)-7-(4-fluorobenzyl)-2-phenyl-2,3-dihydro-1H-pyrido[2,3-b][1,4]oxazine